ClC=1C=C(C=CC1C(F)(F)F)N1CC2=CC(=CC=C2CC1)C N-(3-Chloro-4-(trifluoromethyl)phenyl)-7-methyl-3,4-dihydroisoquinoline